ClC1=C(C=C(C=C1)[C@@H](NC(=O)[C@@H]1CNC(C1)=O)C1=CC=C(C=C1)Cl)C(F)(F)F (S)-N-((S)-(4-chloro-3-(trifluoromethyl)phenyl)(4-chlorophenyl)methyl)-5-oxopyrrolidine-3-carboxamide